FC1=C(C(=CC=C1)F)C1=C(CCC(N1CC)=O)C 6-(2,6-difluorophenyl)-1-ethyl-5-methyl-3,4-dihydropyridin-2(1H)-one